N-(4-(hydroxymethyl)-3-(trifluoromethyl)phenyl)-6-(imidazo[1,2-a]pyridine-3-carbonyl)-4,5,6,7-tetrahydrothieno[2,3-c]pyridine-3-carboxamide OCC1=C(C=C(C=C1)NC(=O)C1=CSC=2CN(CCC21)C(=O)C2=CN=C1N2C=CC=C1)C(F)(F)F